O[C@@H]1C[C@H](NC1)C(NCC1=CC=C(C=C1)C1=C(N=CS1)C)=O (2S,4R)-4-hydroxy-2-((4-(4-methylthiazol-5-yl)benzyl)carbamoyl)pyrrolidine